8-(5-chloro-3-methylpyridin-2-yl)-5-(4-fluorobenzyl)-2-(pyridin-2-yl)-2,5,8-triazaspiro[3.5]nonane-6,9-dione ClC=1C=C(C(=NC1)N1CC(N(C2(CN(C2)C2=NC=CC=C2)C1=O)CC1=CC=C(C=C1)F)=O)C